[Br-].C(CC1=CC=CC=C1)N1C(C=CC=C1)C 1-phenethyl-2-picoline bromide